C=C1CCC(CC1)CCO 2-(4-methylenecyclohexyl)ethane-1-ol